2-(pyridin-2-yl)-2-(p-tolyl)acetonitrile N1=C(C=CC=C1)C(C#N)C1=CC=C(C=C1)C